3-(5-{4-[4-(dimethoxymethyl)piperidin-1-yl]piperidin-1-yl}-1-oxo-3H-isoindol-2-yl)piperidine-2,6-dione COC(C1CCN(CC1)C1CCN(CC1)C=1C=C2CN(C(C2=CC1)=O)C1C(NC(CC1)=O)=O)OC